(R)-tyrosine N[C@H](CC1=CC=C(C=C1)O)C(=O)O